ClC1=NC(=CC=C1)OCOCC[Si](C)(C)C 2-chloro-6-((2-(trimethylsilyl)ethoxy)methoxy)pyridine